CC1CCN(CC1)C1C[C@H]2CC[C@@H](C1)N2C(=O)OC(C)(C)C tert-butyl (1R,3s,5S)-3-(4-methylpiperidin-1-yl)-8-azabicyclo[3.2.1]octane-8-carboxylate